ClC1=CC=C(C=C1)S(=O)(=O)NCCN1CCC(CC1)CN1N=NC(=C1)C1=CN(C2=CC=C(C=C12)F)C(=O)OC(C)(C)C tert-Butyl 3-(1-((1-(2-((4-chlorophenyl)sulfonamido)ethyl)piperidin-4-yl)methyl)-1H-1,2,3-triazol-4-yl)-5-fluoro-1H-indole-1-carboxylate